N1(CCC1)C1=C(C=C(C=C1)S(=O)(=O)NCC(=O)OC)Br methyl ((4-(azetidin-1-yl)-3-bromophenyl)sulfonyl)glycinate